C1(=CC=CC=C1)CC(SCCO)=O S-(2-hydroxyethyl) 2-phenylethanethioate